L-Lysine diisocyanate C(CCN=C=O)C[C@@H](C(=O)O)N=C=O